tert-butyl (3S,5S)-3-fluoro-5-((6-(3-fluoro-4-(1-piperidylsulfonylamino)phenyl)-8-isopropyl-7-oxo-pteridin-2-yl)amino)piperidine-1-carboxylate F[C@@H]1CN(C[C@H](C1)NC1=NC=2N(C(C(=NC2C=N1)C1=CC(=C(C=C1)NS(=O)(=O)N1CCCCC1)F)=O)C(C)C)C(=O)OC(C)(C)C